tri-methyl-hexamethylene diisocyanate CC(C(C)(C)N=C=O)CCCCN=C=O